NC=1C(=CC2=C(CC(O2)(C(=O)N(C)C)C)C1)N1CCOCC1 5-amino-N,N,2-trimethyl-6-morpholino-3H-benzofuran-2-carboxamide